2-(chloromethyl)-6-methyl-pyrazine ClCC1=NC(=CN=C1)C